NC1(CCN(CC1)C=1N=C2N(N=C(N2C)C2=C(C(=CC=C2)Cl)Cl)C1CO)C (5-(4-amino-4-methylpiperidin-1-yl)-2-(2,3-dichlorophenyl)-3-methyl-3H-imidazo[1,2-b][1,2,4]triazol-6-yl)methanol